3-((4-(5-(trifluoromethyl)pyridin-3-yl)piperidin-1-yl)sulfonyl)propan-1-ol FC(C=1C=C(C=NC1)C1CCN(CC1)S(=O)(=O)CCCO)(F)F